ethyl 3-(4-(2-((1-methylethyl) sulfonamido)ethyl)phenyl)-4-nitrobutanoate CC(C)S(=O)(=O)NCCC1=CC=C(C=C1)C(CC(=O)OCC)C[N+](=O)[O-]